N(=C=O)CC1C2C(CC(C1)C2)CN=C=O 2,6-bis(isocyanatomethyl)bicyclo[2.2.1]-heptane